C(C)OCC=1NC(=C(C(C1C(=O)O)=O)C1=CC=C(C=C1)F)C 2-(ethoxymethyl)-5-(4-fluorophenyl)-6-methyl-4-oxo-1,4-dihydropyridine-3-carboxylic acid